tert-butyl (S)-(1-cyclohexyl-2-((4-(1,2-dimethyl-6-oxo-1,6-dihydropyridin-3-yl)phenyl)amino)-2-oxoethyl)carbamate C1(CCCCC1)[C@@H](C(=O)NC1=CC=C(C=C1)C1=C(N(C(C=C1)=O)C)C)NC(OC(C)(C)C)=O